N-ethyl-N-trimethylsilyltrifluoromethylsulfonamide C(C)N(S(=O)(=O)C(F)(F)F)[Si](C)(C)C